N-(2-cyclopropyl-4-fluorophenyl)-2-(3-(4-fluoro-1,3-dioxoisoindole-2-yl)azetidin-1-yl)-N-(7-nitrobenzo[c][1,2,5]oxadiazol-4-yl)acetamide C1(CC1)C1=C(C=CC(=C1)F)N(C(CN1CC(C1)N1C(C2=CC=CC(=C2C1=O)F)=O)=O)C1=CC=C(C2=NON=C21)[N+](=O)[O-]